N-(pyrrolidin-3-ylmethyl)-cyclopropanamine N1CC(CC1)CNC1CC1